O1COC2=C1C=CC(=C2)CC(C)N(S(=O)(=O)C2=CC=C(C=C2)C)CCF N-(1-(benzo[d][1,3]dioxol-5-yl)propan-2-yl)-N-(2-fluoroethyl)-4-methylbenzenesulfonamide